S1C(=NC2=C1C=CC=C2)NC2=C(C1=C(N=N2)N(CCC1)C=1SC(=CN1)CCCOC1=C(C=C(C=C1)C#CCNCC#C)F)C 2-[3-(1,3-Benzothiazol-2-ylamino)-4-methyl-6,7-dihydro-5H-pyrido[2,3-c]pyridazin-8-yl]-5-[3-[2-fluoro-4-[3-(prop-2-ynylamino)prop-1-ynyl]phenoxy]propyl]thiazol